cyclopentyl (4-nitrophenyl) carbonate C(OC1CCCC1)(OC1=CC=C(C=C1)[N+](=O)[O-])=O